COC1=NC=C(C=C1C(=O)N)NC(C(=O)N1C(CCC(C1)C)C=1SC=CC1)=O 2-methoxy-5-[[2-[5-methyl-2-(2-thienyl)-1-piperidyl]-2-oxo-acetyl]amino]pyridine-3-carboxamide